tert-butyl ((1-((3-(2-amino-4-(dipropylcarbamoyl)-3H-benzo[b]azepin-8-yl)phenyl)sulfonyl)azetidin-3-yl)methyl)carbamate NC=1CC(=CC2=C(N1)C=C(C=C2)C=2C=C(C=CC2)S(=O)(=O)N2CC(C2)CNC(OC(C)(C)C)=O)C(N(CCC)CCC)=O